1-(6-(2-methylbenzoyl)-9-ethylcarbazol-3-yl)-ethane-1-one-oxime acetate C(C)(=O)O.CC1=C(C(=O)C=2C=C3C=4C=C(C=CC4N(C3=CC2)CC)C(C)=NO)C=CC=C1